N-[(3Z)-2-oxo-3-(thiophene-2-ylmethylidene)-2,3-dihydro-1H-indol-5-yl]-4-methylbenzenesulfonamide O=C\1NC2=CC=C(C=C2/C1=C/C=1SC=CC1)NS(=O)(=O)C1=CC=C(C=C1)C